ClC1=C(C=CC(=C1)N1N=C(N=C1)C)C(=O)N[C@@]1(CCC=2N(C3=CC=C(C=C3C2CC(=O)OC)C)C1)C1=CC=CC=C1 methyl [(7S)-7-({[2-chloro-4-(3-methyl-1H-1,2,4-triazol-1-yl)phenyl]carbonyl} amino)-2-methyl-7-phenyl-6,7,8,9-tetrahydropyrido[1,2-a]indol-10-yl]acetate